6-(3-fluoro-3-methylazetidin-1-yl)-1-benzofuran-2-carboxylic acid FC1(CN(C1)C1=CC2=C(C=C(O2)C(=O)O)C=C1)C